C(C(C)C)NC(=O)C=1OC=C(N1)C1=NC(=NC=C1C)NC1=CC=NN1C N-isobutyl-4-(5-methyl-2-((1-methyl-1H-pyrazol-5-yl)amino)pyrimidin-4-yl)oxazole-2-carboxamide